2-(4-bromo-3-methyl-phenyl)acetonitrile BrC1=C(C=C(C=C1)CC#N)C